CC1=NN(C(=C1)C)C=1N=C(C2=C(N1)N(C=C2)C)NC2=CC=CC=C2 2-(3,5-dimethyl-1H-pyrazol-1-yl)-7-methyl-N-phenyl-7H-pyrrolo[2,3-d]pyrimidin-4-amine